ClC=1C=C2C(=NC(=NC2=CC1)NC1=C(C=C(C=C1)F)F)NC1=NNC(=C1)C 6-Chloro-N2-(2,4-difluorophenyl)-N4-(5-methyl-1H-pyrazol-3-yl)quinazoline-2,4-diamine